(S)-2-(2,6-Difluorobenzamido)-3-(8-(4-(ethoxymethyl)-2,6-dimethoxyphenyl)-7-fluoroquinolin-5-yl)propionic acid FC1=C(C(=O)N[C@H](C(=O)O)CC2=C3C=CC=NC3=C(C(=C2)F)C2=C(C=C(C=C2OC)COCC)OC)C(=CC=C1)F